diisopropyl-(lithio)amine C(C)(C)N([Li])C(C)C